1-(2-oxo-1-phenyl-2-(4-(3-(trifluoromethoxy)phenyl)piperidin-1-yl)ethyl)pyrrolidine-2,5-dione O=C(C(C1=CC=CC=C1)N1C(CCC1=O)=O)N1CCC(CC1)C1=CC(=CC=C1)OC(F)(F)F